4-(3-(2-aminoethyl)-4,4-dimethyl-2,5-dioxaimidazolin-1-yl)-2-(trifluoromethyl)benzonitrile NCCN1ON(OC1(C)C)C1=CC(=C(C#N)C=C1)C(F)(F)F